5-(4-(tert-butyl)-2-(4-fluoro-2-methoxyphenoxy)benzoylamino)picolinic acid C(C)(C)(C)C1=CC(=C(C(=O)NC=2C=CC(=NC2)C(=O)O)C=C1)OC1=C(C=C(C=C1)F)OC